1-[4-fluoro-2-(2,2,2-trifluoroethoxy)phenyl]-N-[4-(2-hydroxypropan-2-yl)phenyl]-5-methyl-2-oxo-1,2-dihydropyridine-3-carboxamide FC1=CC(=C(C=C1)N1C(C(=CC(=C1)C)C(=O)NC1=CC=C(C=C1)C(C)(C)O)=O)OCC(F)(F)F